Tert-butyl (3-(((3-amino-4-methoxy-5-(1-methyl-1H-1,2,4-triazol-3-yl)benzyl)oxy)methyl)-5-fluorophenyl)carbamate NC=1C=C(COCC=2C=C(C=C(C2)F)NC(OC(C)(C)C)=O)C=C(C1OC)C1=NN(C=N1)C